FC=1C=C(C=CC1NC(=O)NC1=CC(=C(C=C1)CN1CCN(CC1)CCF)C(F)(F)F)B(O)O (3-fluoro-4-(3-(4-((4-(2-fluoroethyl)piperazin-1-yl)methyl)-3-(trifluoromethyl)phenyl)ureido)phenyl)boronic acid